BrC1=C(C=2N(C=C1)C(=NN2)CC)C 7-bromo-3-ethyl-8-methyl-[1,2,4]triazolo[4,3-a]pyridine